2-[4-chloro-1-(2,2-difluoroethyl)-3-(4-fluorophenyl)-1H-pyrazol-5-yl]-1H-isoindole-1,3(2H)-dione ClC=1C(=NN(C1N1C(C2=CC=CC=C2C1=O)=O)CC(F)F)C1=CC=C(C=C1)F